methyl benzoylformate (methylbenzoxy format) CC(C1=CC=CC=C1)OC(=O)O.C(C1=CC=CC=C1)(=O)C(=O)OC